(R)-3-(2-amino-5-ethylpyridin-3-yl)-1-cyclopropyl-1-propanol NC1=NC=C(C=C1CC[C@@H](O)C1CC1)CC